(4-(8-fluoro-7-methoxy-1,3,4,5-tetrahydro-2H-benzo[c]azepin-2-yl)-2,6-dimethylphenyl)-3,3-dimethylbutyramide FC=1C(=CC2=C(CN(CCC2)C2=CC(=C(C(=C2)C)C(C(=O)N)C(C)(C)C)C)C1)OC